N-(3-((1s,3s)-3-(cyanomethyl)-1-(4-methyl-4H-1,2,4-triazol-3-yl)cyclobutyl)phenyl)-7-((isopropylamino)methyl)-3,3-dimethyl-2,3-dihydrofuro[3,2-b]pyridine-5-carboxamide C(#N)CC1CC(C1)(C1=NN=CN1C)C=1C=C(C=CC1)NC(=O)C1=CC(=C2C(=N1)C(CO2)(C)C)CNC(C)C